2'-[6-amino-5-(difluoromethoxy)pyridin-3-yl]-N-[(1R)-1-(4-fluorophenyl)ethyl]-5',6'-dihydrospiro[pyrrolidine-3,4'-pyrrolo[1,2-b]pyrazole]-1-carboxamide NC1=C(C=C(C=N1)C=1C=C2N(N1)CCC21CN(CC1)C(=O)N[C@H](C)C1=CC=C(C=C1)F)OC(F)F